4-(fluoromethyl)piperazine FCN1CCNCC1